dimethylammonium quinolate N1=C(C=CC2=CC=CC=C12)C(=O)[O-].C[NH2+]C